2-(4-methoxy-1H-indol-3-yl)-N,N-dimethylbutan-1-amine COC1=C2C(=CNC2=CC=C1)C(CN(C)C)CC